2-fluoro-4-isobutyl-6-(8-(pyridazin-3-ylmethyl)-3,8-diazabicyclo[3.2.1]octan-3-yl)benzonitrile FC1=C(C#N)C(=CC(=C1)CC(C)C)N1CC2CCC(C1)N2CC=2N=NC=CC2